C(C)(C)(C)OC(=O)NC12CCC(CC1)(C2)C(=O)O 4-((tert-butoxycarbonyl)amino)bicyclo[2.2.1]heptane-1-carboxylic acid